(cyclopropylmethoxy)-N-(1,3-dihydroxy-2-methylpropan-2-yl)-2-methyl-2H-indazole-3-carboxamide C1(CC1)COC=1C2=C(N(N=C2C=CC1)C)C(=O)NC(CO)(CO)C